5-amino-N,N'-bis-(2,3-dihydroxypropyl)-2,4,6-triiodo-1,3-benzenedicarboxamide NC=1C(=C(C(=C(C1I)C(=O)NCC(CO)O)I)C(=O)NCC(CO)O)I